[C@H]12COC[C@H](CC1)N2C=2C1=C(N=CN2)NC(=C1)C1=CC=C(C=C1)C=1NC(=CN1)C1=NC=CC(=C1)CN1C[C@@H](CCC1)NC(C=C)=O N-((R)-1-((2-(2-(4-(4-((1R,5S)-3-oxa-8-azabicyclo[3.2.1]octan-8-yl)-7H-pyrrolo[2,3-d]pyrimidin-6-yl)phenyl)-1H-imidazol-5-yl)pyridin-4-yl)methyl)piperidin-3-yl)acrylamide